C1(=CC=CC=C1)C=1C2=CC=CC=C2C(=C2C=CC(=CC12)C1=CC=C(C=C1)C1=NC2=C(N1C1=CC=CC=C1)C=CC=C2)C2=CC=CC=C2 2-(4-(9,10-diphenylanthracen-2-yl)phenyl)-1-phenyl-1H-benzo[d]imidazole